N-((3S,4R)-1-acetyl-4-((7-(2,6-dichloro-3,5-dimethoxyphenyl)-5-(methylamino)-2,6-naphthyridin-3-yl)amino)pyrrolidin-3-yl)acrylamide C(C)(=O)N1C[C@@H]([C@@H](C1)NC=1N=CC2=CC(=NC(=C2C1)NC)C1=C(C(=CC(=C1Cl)OC)OC)Cl)NC(C=C)=O